N-Boc-1-methyl-1,2,3,4-tetrahydro-beta-carboline-3-carboxylic acid benzyl ester C(C1=CC=CC=C1)OC(=O)C1N(C(C=2NC3=CC=CC=C3C2C1)C)C(=O)OC(C)(C)C